N(=C=O)CC1=CC=C(C=C1)OCC(C)C 1-(isocyanato-methyl)-4-(2-methylpropoxy)benzene